[C@@H]1(CC[C@@H](CO)O1)N1C(=O)N=C(N)C=C1 deoxy-2'-deoxycytidine